6-(3-Methoxy-2-methylphenyl)-2-(pyridin-2-yl)-5,6,7,8-tetrahydrophthalazin-1(2H)-one COC=1C(=C(C=CC1)C1CC=2C=NN(C(C2CC1)=O)C1=NC=CC=C1)C